CN1N=C(C2=CC=C(C=C12)C=C)C(=N)NC1=CC=C(C=C1)OC(F)(F)F 1-methyl-N-[4-(trifluoromethoxy)phenyl]-6-vinylindazole-3-carboxamidine